4-(2-chloro-6-cyclopropylpyridin-4-yl)-3-[1-methyl-4-(trifluoromethyl)imidazol-2-yl]benzonitrile ClC1=NC(=CC(=C1)C1=C(C=C(C#N)C=C1)C=1N(C=C(N1)C(F)(F)F)C)C1CC1